tert-butyl 6-((2,3-dihydro[1,4]benzodioxin-6-yl)methyl)-5-oxo-1,4,5,6-tetrahydropyrido[3,4-c][1,8]naphthyridine-3(2H)-carboxylate O1CCOC2=C1C=CC(=C2)CN2C(C1=C(C=3C=CC=NC23)CCN(C1)C(=O)OC(C)(C)C)=O